4-methyl-isoxazole-3-carboxylic acid CC=1C(=NOC1)C(=O)O